diisopropylammonium dichloroacetate ClC(C(=O)[O-])Cl.C(C)(C)[NH2+]C(C)C